[Si](C)(C)(C(C)(C)C)O[C@H]1C[C@@H](O[C@]1(COC(C1=CC=CC=C1)(C1=CC=CC=C1)C1=CC=C(C=C1)OC)CO[Si](C1=CC=CC=C1)(C1=CC=CC=C1)C(C)(C)C)N1C2=NC(=NC(=C2N=C1)N)F 9-[(2R,4S,5R)-4-[(tert-butyldimethylsilyl)oxy]-5-{[(tert-butyldiphenylsilyl)oxy]methyl}-5-{[(4-methoxyphenyl)diphenylmethoxy]methyl}oxolan-2-yl]-2-fluoropurin-6-amine